NC(COC1=C(C=CC=C1)C1=CC=C(C=C1)C(=O)N1[C@@H](CC[C@@H]1C1=C(C=CC=C1)Cl)C(=O)O)=O (2S,5R)-1-(2'-(2-amino-2-oxoethoxy)-[1,1'-biphenyl]-4-carbonyl)-5-(2-chlorophenyl)pyrrolidine-2-carboxylic acid